3,5-dimethoxyphenyl-format COC=1C=C(C=C(C1)OC)C(=O)[O-]